N1=C(N=CC(=C1)[C@H]1[C@@H](C1)C=1C=C(C(=C(C1)N1C[C@H](CC1)O)F)Cl)C1=NC=CC=N1 trans-(3S)-1-(5-(2-([2,2'-bipyrimidin]-5-yl)cyclopropyl)-3-chloro-2-fluorophenyl)pyrrolidin-3-ol